BrC1=C(C=CC=C1)N(C1=CC(=CC(=C1)N(C1=CC=CC=C1)C1=CC=CC=C1)N(C1=CC=CC=C1)C1=C(C=CC=C1)Br)C1=CC=CC=C1 N1,N3-bis(2-bromophenyl)-N1,N3,N5,N5-tetraphenylbenzene-1,3,5-triamine